3,3-dimethyl-1-(4-sulfobutyl)-3H-indolium CC1(C=[N+](C2=CC=CC=C12)CCCCS(=O)(=O)O)C